CC(Cl)C1CO1 meth-ylepichlorohydrin